C(C)OC=1C(=NC(=C(C1)N1[C@@H](CN(CC1)C(=O)N1CCC2=CC=CC(=C12)C(F)(F)F)CC)C(=O)N[C@H]1CNCC1)C=1C=NC=CC1 ethoxy-5-[(2R)-2-ethyl-4-[7-(trifluoromethyl)-2,3-dihydro-1H-indole-1-carbonyl]piperazin-1-yl]-N-[(3R)-pyrrolidin-3-yl]-[2,3'-bipyridine]-6-carboxamide